C(C#C)(=O)O (E)-propiolic acid